FC(C(=O)O)(F)F.O=C1NC(CCC1N1C(C2=CC=CC=C2C1=O)=O)=O 2-(2,6-dioxopiperidin-3-yl)isoindole-1,3-dione trifluoroacetic acid salt